C(C)OC(=O)C=1C(=NC(=NC1)Cl)NCC(CNC(=O)OC(C)(C)C)(C)C 4-((3-((tert-Butoxycarbonyl)amino)-2,2-dimethylpropyl)amino)-2-chloropyrimidine-5-carboxylic acid ethyl ester